2-((2-methyltetrahydro-1H-pyrrolizin-7a(5H)-yl)methoxy)pyrido[4,3-d]pyrimidine bis-hydrochloride Cl.Cl.CC1CC2(CCCN2C1)COC=1N=CC2=C(N1)C=CN=C2